C(CCC)C=1C(=NC=C(N1)C)C 3-Butyl-2,5-dimethylpyrazine